N-phenyl-phthalamic acid C1(=CC=CC=C1)NC(C=1C(C(=O)O)=CC=CC1)=O